FC1=C(C=CC(=C1)[N+](=O)[O-])C1=CN=C2N1C=CC(=C2)OC 3-(2-fluoro-4-nitrophenyl)-7-methoxyimidazo[1,2-a]pyridine